4-(6-chloro-5-methoxypyrimidin-4-yl)thiomorpholine 1,1-dioxide ClC1=C(C(=NC=N1)N1CCS(CC1)(=O)=O)OC